ClC1=CC=C(C(=N1)C(=O)O)NC(C)C=1C=C(C=C2C(N(C(=NC12)N1CCC(CC1)(C)C)C)=O)C 6-Chloro-3-((1-(2-(4,4-dimethylpiperidin-1-yl)-3,6-dimethyl-4-oxo-3,4-dihydroquinazolin-8-yl)ethyl)amino)picolinic acid